2-(3,3-difluoro-1-methylcyclobutanecarboxamido)benzo[d]thiazole-6-carboxylic acid FC1(CC(C1)(C(=O)NC=1SC2=C(N1)C=CC(=C2)C(=O)O)C)F